The molecule is an L-phenylalanine derivative that is the ester obtained by formal condensation of the carboxy group of L-phenylalanine with the 3'-hydroxy group of AMP. It has a role as a Mycoplasma genitalium metabolite. It is an adenosine 5'-phosphate, a L-phenylalanine derivative, an alpha-amino acid ester and a purine ribonucleoside 5'-monophosphate. It derives from an adenosine 5'-monophosphate. C1=CC=C(C=C1)C[C@@H](C(=O)O[C@@H]2[C@H](O[C@H]([C@@H]2O)N3C=NC4=C(N=CN=C43)N)COP(=O)(O)O)N